Cl.NCC(=O)N1[C@@H](C[C@H](C1)COC)C(=O)OCC1=CC=CC=C1 Benzyl (2S,4R)-1-glycyl-4-(methoxymethyl)pyrrolidine-2-carboxylate hydrochloride